N1=C(C(=O)O)C(C(=O)O)=CC=C1 quinolinic acid